NC1C2=CC(=CC=C2CC12CCN(CC2)C2=CC=CC=C2C(=C)C2=NN[C@H](C2)C)OC (S)-6-(1-amino-6-methoxy-1,3-dihydrospiro[indene-2,4'-piperidin]-1'-yl)-5-methyl-3-(1-phenylvinyl)-1,5-dihydro-4H-pyrazole